2-(4-chloro-3-fluorophenoxy)-N-[(3S,6R)-6-[5-(3,3-difluorobutoxy)-1,3,4-oxadiazol-2-yl]piperidin-3-yl]acetamide ClC1=C(C=C(OCC(=O)N[C@@H]2CN[C@H](CC2)C=2OC(=NN2)OCCC(C)(F)F)C=C1)F